C(#N)C1=CC(=C(C(=C1)C)C1=CC=C2C(=N1)SC(=N2)NC(=O)C2=CN=NC=C2C2=C(C=CC=C2)OC)C N-(5-(4-cyano-2,6-dimethylphenyl)thiazolo[5,4-b]pyridin-2-yl)-5-(2-methoxyphenyl)pyridazine-4-carboxamide